C(C)(C)(C)C1=CC=C(C=C1)N(C1=C(C(=O)O)C=C(C=C1C(=O)O)Br)C1=CC=C(C=C1)C(C)(C)C 2-(bis(4-(tert-butyl)phenyl)amino)-5-bromoisophthalic acid